ClC=1C=C(C=C(C1)NS(=O)(=O)CC)NC(=O)C=1SC(=C(C1)C1=NC=C(C=C1Cl)F)C N-(3-chloro-5-(ethylsulfonamido)phenyl)-4-(3-chloro-5-fluoropyridin-2-yl)-5-methylthiophene-2-carboxamide